N2-[4-[[3-(dimethylamino)azetidin-1-yl]methyl]phenyl]-N4-[2-(6-methyl-2-pyridyl)pyrimidin-4-yl]pyrimidine-2,4-diamine CN(C1CN(C1)CC1=CC=C(C=C1)NC1=NC=CC(=N1)NC1=NC(=NC=C1)C1=NC(=CC=C1)C)C